ClC1=CC2=C(N(C(N=C2N2[C@H](CN([C@@H](C2)C)C(C=C)=O)C)=O)C=2C(=NC=CC2C)C(C)C)N=C1C1=C(C=CC=C1)NC(C(C)(C)C)=O (M)-N-[2-[6-Chloro-4-[(2S,5R)-2,5-dimethyl-4-prop-2-enoyl-piperazin-1-yl]-1-(2-isopropyl-4-methyl-3-pyridyl)-2-oxo-pyrido[2,3-d]pyrimidin-7-yl]phenyl]-2,2-dimethyl-propanamide